5-Bromo-2-(3-methyl-3-(piperidin-1-yl)pyrrolidin-1-yl)pyridin-3-amine BrC=1C=C(C(=NC1)N1CC(CC1)(N1CCCCC1)C)N